Tert-butyl (cis-4-(4-chloro-5-((3-methyl-5-(phenylethynyl)pyridin-2-yl)carbamoyl)-1H-pyrazol-1-yl)cyclohexyl)carbamate ClC=1C=NN(C1C(NC1=NC=C(C=C1C)C#CC1=CC=CC=C1)=O)[C@H]1CC[C@H](CC1)NC(OC(C)(C)C)=O